O=C1NC(CCC1N1CC2=CC=CC=C2C1)=O 2-(2,6-dioxo-3-piperidyl)isoindoline